5-cyano-4-((2-(pyridin-3-yl-thio)ethyl)amino)pyridin C(#N)C=1C(=CC=NC1)NCCSC=1C=NC=CC1